2-(3'-t-butyl-2'-hydroxy-5'-(2-methoxycarbonylethyl)phenyl)benzotriazole C(C)(C)(C)C=1C(=C(C=C(C1)CCC(=O)OC)N1N=C2C(=N1)C=CC=C2)O